methyl (2S,3S,4S,5R,6S)-3,4,5-triacetoxy-6-(4-(hydroxymethyl)-2-nitrophenoxy)-tetrahydro-2H-pyran-2-carboxylate C(C)(=O)O[C@@H]1[C@H](O[C@H]([C@@H]([C@H]1OC(C)=O)OC(C)=O)OC1=C(C=C(C=C1)CO)[N+](=O)[O-])C(=O)OC